stearidonic acid, arachidonic acid salt C(CCC\C=C/C\C=C/C\C=C/C\C=C/CCCCC)(=O)O.C(CCCC\C=C/C\C=C/C\C=C/C\C=C/CC)(=O)O